19-hydroxynonadecanol OCCCCCCCCCCCCCCCCCCCO